N-(2-(3,3-difluoropyrrolidin-1-yl)-6-fluoro-4-(2-fluorophenyl)pyridin-3-yl)-2-isopropylpyrimidine-5-carboxamide FC1(CN(CC1)C1=NC(=CC(=C1NC(=O)C=1C=NC(=NC1)C(C)C)C1=C(C=CC=C1)F)F)F